C(=O)(OC(C)(C)C)NC(=O)C1CNCCC1 N-Boc-3-piperidinecarboxamide